C=C1C(=NC(N=C1)=O)N 5-methylylcytosine